C(C)(C)(C)C1=NN=C(S1)NC(COC=1C=CC=C2C(=NN(C12)C)C1C(NC(CC1)=O)=O)=O N-(5-(Tert-butyl)-1,3,4-thiadiazol-2-yl)-2-((3-(2,6-dioxopiperidin-3-yl)-1-methyl-1H-indazol-7-yl)oxy)acetamide